C(CCCCCCC\C=C/C\C=C/CCCCC)(=O)[O-].C(CCCCCCC\C=C/C\C=C/CCCCC)(=O)[O-].[O-2].[Ti+4] titanium oxide bis(linoleate)